CC=1C=CC=C2C(CCN(C12)S(=O)(=O)C1=C(C=C(C=C1)C=1C=NN(C1)C)C)=O 8-methyl-1-[2-methyl-4-(1-methylpyrazol-4-yl)phenyl]sulfonyl-2,3-dihydroquinolin-4-one